ClC=1C2=C(N=C(N1)N)N(C[C@@H]2CCN2CCNCC2)CC2=NC=C(C(=C2C)OC)C (R)-4-chloro-7-((4-methoxy-3,5-dimethylpyridin-2-yl)methyl)-5-(2-(piperazin-1-yl)ethyl)-6,7-dihydro-5H-pyrrolo[2,3-d]pyrimidin-2-amine